4-(5-(1-(4-(5-(difluoromethyl)-1,3,4-oxadiazol-2-yl)-2-fluorobenzyl)-1H-1,2,3-triazol-4-yl)-2-fluorophenyl)piperazine-1-carboxylic acid tert-butyl ester C(C)(C)(C)OC(=O)N1CCN(CC1)C1=C(C=CC(=C1)C=1N=NN(C1)CC1=C(C=C(C=C1)C=1OC(=NN1)C(F)F)F)F